thiodiethylenebis[(3,5-di-t-butyl-4-hydroxyphenyl) propionate] S(CCC(C(=O)[O-])(C)C1=CC(=C(C(=C1)C(C)(C)C)O)C(C)(C)C)CCC(C(=O)[O-])(C)C1=CC(=C(C(=C1)C(C)(C)C)O)C(C)(C)C